N-{5-[(1-{4-[(3R)-2,6-dioxopiperidin-3-yl]phenyl}piperidin-4-yl)methyl]-5-azaspiro[3.5]nonan-8-yl}-1-[6-(2-hydroxyphenyl)pyridazin-4-yl]-4-phenylpiperidine-4-carboxamide O=C1NC(CC[C@@H]1C1=CC=C(C=C1)N1CCC(CC1)CN1C2(CCC2)CC(CC1)NC(=O)C1(CCN(CC1)C1=CN=NC(=C1)C1=C(C=CC=C1)O)C1=CC=CC=C1)=O